C(=C\C1=CC=C(C=C1S(=O)(=O)[O-])NC(CC)=O)/C1=CC=C(C=C1S(=O)(=O)[O-])NC(CC)=O.[Na+].[Na+] sodium (E)-6,6'-(ethene-1,2-diyl)bis(3-propionamidobenzenesulfonate)